4-methyl-1-(5-(quinolin-8-ylthio)-1H-imidazo[4,5-b]pyrazin-2-yl)piperidin-4-amine CC1(CCN(CC1)C1=NC=2C(=NC=C(N2)SC=2C=CC=C3C=CC=NC23)N1)N